C1C=C2C=CC3=C4C2=C(C1=N)C=CC4=CC=C3 iminopyrene